C(CC=C)C1=NC=CC=C1 2-(3-buten-1-yl)pyridine